C(C)(=O)NC1=CC(=NN1C1=C(C=C(CNCCC(=O)OCC)C=C1)Cl)C1=CC=C(C=C1)Cl Ethyl 3-((4-(5-acetamido-3-(4-chlorophenyl)-1H-pyrazol-1-yl)-3-chlorobenzyl)amino)propanoate